2-((1-phenylpent-2-yl)oxy)-7-(piperidin-4-ylmethyl)imidazo[2,1-f][1,2,4]triazin-4-amine C1(=CC=CC=C1)CC(CCC)OC1=NN2C(C(=N1)N)=NC=C2CC2CCNCC2